(S)-5,5-difluoro-1-(3-fluoro-5-(hydroxymethyl)phenyl)-3-(trifluoromethyl)-1,4,5,6-tetrahydrocyclopenta[b]pyrrol-4-ol FC1([C@H](C2=C(N(C=C2C(F)(F)F)C2=CC(=CC(=C2)CO)F)C1)O)F